(E)-1-(4-(3,4-Difluorophenoxy)-2-nitrophenyl)-3-(dimethylamino)prop-2-en-1-one FC=1C=C(OC2=CC(=C(C=C2)C(\C=C\N(C)C)=O)[N+](=O)[O-])C=CC1F